C(C)(=O)/C(/C(=O)O)=C\C1=CC(OC)=C(O)C(OC)=C1 acetyl-sinapic acid